4-(4-((1-isonicotinoylpiperidin-4-yl)amino)phenyl)-1H-pyrrolo[2,3-b]pyridin C(C1=CC=NC=C1)(=O)N1CCC(CC1)NC1=CC=C(C=C1)C1=C2C(=NC=C1)NC=C2